carboxylaminotriazole C(=O)(O)NC=1N=NNC1